C1(CC1)C=1C=C2C(=CC(=NC2=C(C1C=1C2=CN(N=C2C=C(C1C)F)C(C1=CC=CC=C1)(C1=CC=CC=C1)C1=CC=CC=C1)OCC1=CC=C(C=C1)C(=O)OC)OC[C@H](C)OC)OC1N(CCC1)C(=O)[O-] {6-cyclopropyl-7-[6-fluoro-5-methyl-2-(triphenylmethyl)-2H-indazol-4-yl]-8-{[4-(methoxycarbonyl)phenyl]methoxy}-2-[(2S)-2-methoxypropoxy]quinolin-4-yloxy}pyrrolidine-1-carboxylate